C(C)(C)(C)OC(=O)N1C[C@@H](N(CC1)C=1C2=C(N=CN1)N(C=C2N2C(CCC2)=O)C2=CC(=C(C(=C2)F)F)F)C (S)-3-methyl-4-(5-(2-oxopyrrolidin-1-yl)-7-(3,4,5-trifluorophenyl)-7H-pyrrolo[2,3-d]pyrimidin-4-yl)piperazine-1-carboxylic acid tert-butyl ester